3-(1-acryloylazetidin-3-yl)-1-(4-(trifluoromethyl)phenyl)quinazoline C(C=C)(=O)N1CC(C1)N1CN(C2=CC=CC=C2C1)C1=CC=C(C=C1)C(F)(F)F